5-bromo-4-methyl-1-[[2-(trimethylsilyl)ethoxy]methyl]indole BrC=1C(=C2C=CN(C2=CC1)COCC[Si](C)(C)C)C